BrC=1C=C(C(=C(C=NC=2C=C(C(=O)O)C=CC2)C1)O)OC(C1=CC(=CC=C1)C)=O 3-(5-bromo-2-hydroxy-3-(3-methylbenzoyl-oxy)benzylideneamino)benzoic acid